FC1(CC(=CC=C1)F)[B] (m-difluorophenyl)boron